10,11-epoxy-docosapentaenoic acid C(C=CC=CC=CC=CC1=C(CCCCCCCCCCC)O1)(=O)O